N(CCCC(=O)O)(CCCC(=O)O)CCCC(=O)O nitrilotributyric acid